(E)-4-amino-5-(2-ethoxyvinyl)-6-oxo-1-(tetrahydro-2H-pyran-4-yl)-1,6-dihydropyridine-3-carboxylic acid methyl ester COC(=O)C1=CN(C(C(=C1N)\C=C\OCC)=O)C1CCOCC1